tripropyl-ammonium tetrakis(2,3,4,6-tetrafluorophenyl)borate tert-butyl-(S)-4-(2-(4-(3-chloro-2,6-difluorophenyl)-6-oxopyridazin-1(6H)-yl)-3-phenylpropanamido)benzoate C(C)(C)(C)OC(C1=CC=C(C=C1)NC([C@H](CC1=CC=CC=C1)N1N=CC(=CC1=O)C1=C(C(=CC=C1F)Cl)F)=O)=O.FC1=C(C(=CC(=C1F)F)F)[B-](C1=C(C(=C(C=C1F)F)F)F)(C1=C(C(=C(C=C1F)F)F)F)C1=C(C(=C(C=C1F)F)F)F.C(CC)[NH+](CCC)CCC